tert-butyl 4-[5-isopropyl-1-[6-(trifluoromethoxy)-3-pyridyl]pyrazol-3-yl]piperazine-1-carboxylate C(C)(C)C1=CC(=NN1C=1C=NC(=CC1)OC(F)(F)F)N1CCN(CC1)C(=O)OC(C)(C)C